(S)-2-(1-(3-(5-((4-(4-cyano-6-methylpyrimidin-2-yl)piperazin-1-yl)sulfonyl)indoline-1-carbonyl)phenyl)piperazin-2-yl)acetic acid C(#N)C1=NC(=NC(=C1)C)N1CCN(CC1)S(=O)(=O)C=1C=C2CCN(C2=CC1)C(=O)C=1C=C(C=CC1)N1[C@H](CNCC1)CC(=O)O